(3-(4,4-bis(methoxymethyl)-cyclohexyl)-2-((methyl(2-(methylamino)ethyl)amino)-methyl)-6,7-dihydropyrazolo-[1,5-a]pyrazin-5(4H)-yl)(5,5-dimethyltetrahydrofuran-2-yl)methanone COCC1(CCC(CC1)C=1C(=NN2C1CN(CC2)C(=O)C2OC(CC2)(C)C)CN(CCNC)C)COC